3-(cyclopropylmethyl)-16-fluoro-5,10-dimethyl-20-oxa-3,4,9,10,11,23-hexaazapentacyclo[19.3.1.02,6.08,12.013,18]pentacosa-1(24),2(6),4,8,11,13,15,17,21(25),22-decaen-22-amine C1(CC1)CN1C=2C3=CN=C(C(OCC4=CC(=CC=C4C4=NN(N=C4CC2C(=N1)C)C)F)=C3)N